ClC1=CC=CC(=N1)OCCCOC1=CC(=NC=C1)C#CC1=C2C=C(N=CC2=C(N=C1)NC)NC(=O)C1CC1 N-(5-((4-(3-((6-chloropyridin-2-yl)oxy)propoxy)pyridin-2-yl)ethynyl)-8-(methylamino)-2,7-naphthyridin-3-yl)cyclopropanecarboxamide